9,9',9'',9'''-(4-(3-(4,6-diphenyl-1,3,5-triazin-2-yl)phenyl)pyridine-2,3,5,6-tetrayl)tetrakis(4,5-dimethyl-9H-carbazole) C1(=CC=CC=C1)C1=NC(=NC(=N1)C1=CC=CC=C1)C=1C=C(C=CC1)C1=C(C(=NC(=C1N1C2=CC=CC(=C2C=2C(=CC=CC12)C)C)N1C2=CC=CC(=C2C=2C(=CC=CC12)C)C)N1C2=CC=CC(=C2C=2C(=CC=CC12)C)C)N1C2=CC=CC(=C2C=2C(=CC=CC12)C)C